FC(C(=O)O)(F)F.FC=1C=C(C=NC1C1CCNCC1)NC1C(NC(CC1)=O)=O 3-[[5-fluoro-6-(4-piperidyl)-3-pyridyl]amino]piperidine-2,6-dione, trifluoroacetic acid salt